(S)-(3,3-difluorocyclobutyl)(6-(2-(2-propanyl)-2H-pyrazolo[3,4-b]pyridin-5-yl)thieno[2,3-b]pyridin-2-yl)methanol FC1(CC(C1)[C@H](O)C1=CC=2C(=NC(=CC2)C2=CC=3C(N=C2)=NN(C3)C(C)C)S1)F